2-Butyloctanoic acid 6-(3-((4,4-bis(((Z)-oct-5-en-1-yl) oxy) butanoyl) oxy)-2-(hydroxymethyl) propoxy)-6-oxohexyl ester C(CCC\C=C/CC)OC(CCC(=O)OCC(COC(CCCCCOC(C(CCCCCC)CCCC)=O)=O)CO)OCCCC\C=C/CC